NCC amino-ethane